3-(5-((4-(diphenylamino)cyclohexyl)amino)-1-oxoisoindolin-2-yl)piperidine-2,6-dione C1(=CC=CC=C1)N(C1CCC(CC1)NC=1C=C2CN(C(C2=CC1)=O)C1C(NC(CC1)=O)=O)C1=CC=CC=C1